CC1(C2CCC(N12)=O)C 6,6-Dimethylazabicyclo[3.1.0]hexane-2-one